C(C)(C)(C)C=1C=C(C=CC1)S(=O)(=O)F m-tertiary butyl-benzenesulfonyl fluoride